CC=1C=C(C=C(C1OCCC)C)C=1C=C2CC(C(C2=CC1)NC(O[C@@H]1CN2CCC1CC2)=O)(CC)CC (S)-quinuclidin-3-yl (5-(3,5-dimethyl-4-propoxyphenyl)-2,2-diethyl-2,3-dihydro-1H-inden-1-yl)carbamate